3-methyl-4-[3-(6-methyl-3-pyridyl)-7,8-dihydro-5H-1,6-naphthyridin-6-yl]isoxazolo[5,4-d]pyrimidine CC1=NOC2=NC=NC(=C21)N2CC=1C=C(C=NC1CC2)C=2C=NC(=CC2)C